C(#N)C=1C=C(C=CC1OC)C1=CN=CC(=N1)C1=CC(=CS1)NC(=O)C1CCC1 N-(5-(6-(3-cyano-4-methoxyphenyl)pyrazin-2-yl)thiophen-3-yl)cyclobutanecarboxamide